5-methyl-3-(2-(3-(4-n-butylphenyl)-4-oxothiazolidin-2-ylidene)hydrazono)indol-2-one CC=1C=C2C(C(NC2=CC1)=O)=NN=C1SCC(N1C1=CC=C(C=C1)CCCC)=O